tert-Butyl 2-[1-[6-methyl-2-(2-methylindazol-4-yl)-4-oxo-chromen-8-yl]ethylamino]benzoate CC=1C=C2C(C=C(OC2=C(C1)C(C)NC1=C(C(=O)OC(C)(C)C)C=CC=C1)C=1C2=CN(N=C2C=CC1)C)=O